6-oxohexyl-6-((6-hydroxy hexanoyl)oxy)hexanoate O=CCCCCCOC(CCCCCOC(CCCCCO)=O)=O